3-chloro-4-fluoro-5-methylbenzonitrile ClC=1C=C(C#N)C=C(C1F)C